C([2H])([2H])([2H])N(C(OCC1=CC=CC=C1)=O)C1CC2(CN(C2)C(=O)C2=C3N(N=C2)C=CN3C)C1 benzyl (methyl-d3)(2-(1-methyl-1H-imidazo[1,2-b]pyrazole-7-carbonyl)-2-azaspiro[3.3]heptan-6-yl)carbamate